C(CCC)OC(N(CCC1=CC=C(C=C1)F)CCCNC[C@@H]1[C@H]([C@H]([C@@H](C1)N1C=C(C2=C1N=C(N=C2N)Cl)C2=NN(C=C2)C)O)O)=O butyl-N-[3-({[(1R,2R,3S,4R)-4-[4-amino-2-chloro-5-(1-methylpyrazol-3-yl)pyrrolo[2,3-d]pyrimidin-7-yl]-2,3-dihydroxycyclopentyl]methyl}amino)propyl]-N-[2-(4-fluorophenyl)ethyl]carbamate